BrC1=NN=C(S1)NC(C(C)SC=1NC(C2=C(N1)N(N=C2)C2CCOCC2)=O)=O N-(5-bromo-1,3,4-thiadiazol-2-yl)-2-((4-oxo-1-(tetrahydro-2H-pyran-4-yl)-4,5-dihydro-1H-pyrazolo[3,4-d]pyrimidin-6-yl)thio)propanamide